methyl (S)-3-(8-chloro-6-(2-fluorophenyl)-1-(propylthio)-4H-benzo[f][1,2,4]triazolo[4,3-a][1,4]diazepin-4-yl)propionate ClC=1C=CC2=C(C(=N[C@H](C=3N2C(=NN3)SCCC)CCC(=O)OC)C3=C(C=CC=C3)F)C1